FC1=CC=C(C=C1)CN(C1=C(C(=NN1C(=O)C=1N=CSC1)C1N(CC1C(F)(F)F)C(=O)N1CCOCC1)C)C N-[(4-Fluorophenyl)methyl]-N,4-dimethyl-3-[1-(morpholin-4-carbonyl)-3-(trifluoromethyl)azetidin-2-yl]-1-(1,3-thiazol-4-carbonyl)-1H-pyrazol-5-amin